4-(4-formylphenoxy)-phthalonitrile C(=O)C1=CC=C(OC=2C=C(C(C#N)=CC2)C#N)C=C1